1-methyl-1,2,3,5,6,7-hexahydro-s-indacen-4-amine CC1CCC=2C(=C3CCCC3=CC12)N